ClC=1C(=NC(=CC1)OC)C(=O)N1C2COCC1CN(C2)CC2=C(N=C1N2C=CC=C1)C1=NC=C(C=C1)Cl (3-Chloro-6-methoxypyridin-2-yl)(7-{[2-(5-chloropyridin-2-yl)imidazo[1,2-a]pyridin-3-yl]methyl}-3-oxa-7,9-diazabicyclo[3.3.1]non-9-yl)methanone